N-[(1S)-1-(4,4-difluorocyclohexyl)-2-[[3-fluoro-1-[1-[4-(2,2,2-trifluoro-ethyl)isoxazol-3-yl]propyl]pyrazol-4-yl]amino]-2-oxo-ethyl]-4-methyl-1,2,5-oxadiazole-3-carboxamide FC1(CCC(CC1)[C@@H](C(=O)NC=1C(=NN(C1)C(CC)C1=NOC=C1CC(F)(F)F)F)NC(=O)C1=NON=C1C)F